C1(=CC=CC=C1)C([C@@H](C=C)O)[C@H](C=C)O |r| rac-(3R*,4r,5S*)-4-phenylhepta-1,6-diene-3,5-diol